C(=O)(O)C=1C=C(C=CC1F)B(O)O 3-carboxy-4-fluorophenylboronic acid